(hydroxymethyl)tetrahydropyran-3,4-diol OCC1OCCC(C1O)O